2-(1-acryloyl-4-(8-chloro-6-fluoro-7-(5-methyl-1H-indazol-4-yl)-4-(((S)-1-methylpyrrolidin-2-yl)methoxy)-1H-imidazo[4,5-c]quinolin-1-yl)piperidin-2-yl)acetonitrile C(C=C)(=O)N1C(CC(CC1)N1C=NC=2C(=NC=3C(=C(C(=CC3C21)Cl)C2=C1C=NNC1=CC=C2C)F)OC[C@H]2N(CCC2)C)CC#N